1-chloro-4,6-dimethyloctadecane ClCCCC(CC(CCCCCCCCCCCC)C)C